ClC1=C2C3=C(C=NC2=CC=C1)SC1=C(C3=O)C=C(C=C1)F 1-chloro-10-fluoro-12H-benzothiopyrano[2,3-c]Quinolin-12-one